decyl (ethyleneoxy decyl) phosphate P1(=O)(OCCCCCCCCCC)OCCOCCCCCCCCCCO1